ethyl 2-isopropyl-4-((2-ethylhexyl)(ethoxycarbonyl)amino)-5-methylhexanoate C(C)(C)C(C(=O)OCC)CC(C(C)C)N(C(=O)OCC)CC(CCCC)CC